BrC=1C(=C(OC2CCC(CC2)CCCN2C[C@@H](CC2)C2=CC=C3C(=NN(C3=C2)C)C2C(NC(CC2)=O)=O)C=CC1)C 3-(6-((S)-1-(3-((1r,4r)-4-(3-bromo-2-methylphenoxy)cyclohexyl)propyl)pyrrolidin-3-yl)-1-methyl-1H-indazol-3-yl)piperidine-2,6-dione